COC(C=1NC=CN1)OC 2-(dimethoxymethyl)-1H-imidazole